4-((3-(1,1-difluoropropyl)phenyl)carbamoyl)-2-(3-(2,6-dimethylcyclohexyl)-4-methoxyphenyl)-5-methyl-1H-imidazole 3-oxide FC(CC)(F)C=1C=C(C=CC1)NC(=O)C=1[N+](=C(NC1C)C1=CC(=C(C=C1)OC)C1C(CCCC1C)C)[O-]